Cl.FC1(OC2=C(C=NC(=C2)[C@@H](C)N)O1)F (R)-1-(2,2-difluoro-[1,3]dioxolo[4,5-c]pyridin-6-yl)ethan-1-amine hydrochloride